6-methoxy-7-nitro-3,4-dihydroisoquinoline-2(1H)-carboxylic acid COC=1C=C2CCN(CC2=CC1[N+](=O)[O-])C(=O)O